3-(4-Chlorophenoxy)-1,2-propanediol ClC1=CC=C(OCC(CO)O)C=C1